(R or S)-1-(2-(3-(2-(5-fluorothiophen-2-yl)ethyl)-1-(2-(6-methylpyridin-3-yl)propan-2-yl)pyrrolidin-3-yl)propan-2-yl)-3-phenylurea FC1=CC=C(S1)CC[C@@]1(CN(CC1)C(C)(C)C=1C=NC(=CC1)C)C(C)(C)NC(=O)NC1=CC=CC=C1 |o1:8|